5-{5-Methyl-2-[6-((S)-3-methyl-piperazin-1-yl)-pyridin-3-ylamino]-pyrimidin-4-ylamino}-3H-benzooxazol-2-one CC=1C(=NC(=NC1)NC=1C=NC(=CC1)N1C[C@@H](NCC1)C)NC=1C=CC2=C(NC(O2)=O)C1